FC1=C(C=C(C=C1)NC(=O)N1C2CC(CC1C2)C)C=2C=NC=C(C2)F cis-N-(4-fluoro-3-(5-fluoropyridin-3-yl)phenyl)-3-methyl-6-azabicyclo[3.1.1]heptane-6-carboxamide